(trans)-4-(dibenzylamino)cyclohexan-1-ol Ethyl-(2S)-2-[[(2S)-2-acetamido-4-[5-[bis(2-chloroethyl)amino]-1-methyl-benzimidazol-2-yl]butanoyl]amino]-3-(4-fluorophenyl)propanoate C(C)[C@@](C(=O)O[C@@H]1CC[C@H](CC1)N(CC1=CC=CC=C1)CC1=CC=CC=C1)(CC1=CC=C(C=C1)F)NC([C@H](CCC1=NC2=C(N1C)C=CC(=C2)N(CCCl)CCCl)NC(C)=O)=O